C(C1=CC=CC=C1)(C1=CC=CC=C1)OC(C(COC1=CC2=CN(N=C2C=C1)CC1CN(C1)C(=O)O)ON1C(C2=CC=CC=C2C1=O)=O)=O 3-((5-(3-(benzhydryloxy)-2-((1,3-dioxoisoindolin-2-yl)oxy)-3-oxopropoxy)-2H-indazol-2-yl)methyl)azetidine-1-carboxylic acid